[Cl-].[Mg+].[Cl-].NC(=[NH2+])N guanidinium chloride magnesium chloride